C1(=CC=CC=C1)C(=C(C1=CC=C(C=C1)OC1OCCCC1)C1=CC=C(C=C1)O)CC 4-(2-phenyl-1-(4-((tetrahydro-2H-pyran-2-yl)oxy)phenyl)but-1-en-1-yl)phenol